C(C)OC(C(C(=O)OCC)(O)CC(=O)C1=CC=C(C=C1)Cl)=O 2-(2-(4-chlorophenyl)-2-oxoethyl)-2-hydroxymalonic acid diethyl ester